N1=C(C=CC=C1)C1=NC=CC=C1C1=NC=CC=C1.[Ru] ruthenium (terpyridyl)